O1COC2=C1C=CC(=C2)C2(CC2)C(=O)NC=2SC(=CN2)[C@@H](N2C[C@@H](CC2)O)C2=C(C=CC=C2)Cl 1-(benzo[d][1,3]dioxol-5-yl)-N-(5-((S)-(2-chlorophenyl)((R)-3-hydroxypyrrolidin-1-yl)methyl)thiazol-2-yl)cyclopropanecarboxamide